COC=1C(=CC2=CN(N=C2C1)C1CCC(CC1)NC)C(=O)OC methyl 6-methoxy-2-((1r,4r)-4-(methylamino) cyclohexyl)-2H-indazole-5-carboxylate